Cl.ClC=1C=C(C(=O)NC2=CC=C(C=C2)[C@@H]2CNCC2)C=CC1Cl |r| (RS)-3,4-Dichloro-N-(4-pyrrolidin-3-yl-phenyl)-benzamide hydrochloride